tert-butyl N-tert-butoxycarbonyl-N-[3-fluoro-4-[[5-[2-fluoro-4-(trideuteriomethyl)anilino]-4-methyl-3-pyridyl]methyl]-2-pyridyl]carbamate C(C)(C)(C)OC(=O)N(C(OC(C)(C)C)=O)C1=NC=CC(=C1F)CC=1C=NC=C(C1C)NC1=C(C=C(C=C1)C([2H])([2H])[2H])F